OCCOC1=C(C2=CC=C3C=CC=C4C=CC(=C1)C2=C43)C4=C(C=C3C=CC2=CC=CC1=CC=C4C3=C21)OCCO 2,2'-bis(2-hydroxyethoxy)-1,1-bipyrene